C(C=C)N(CCC1=CC=C(C=C1)S(=O)(=O)NCC#C)CC1=C(C=CC(=C1)Cl)OC 4-(2-(allyl(5-chloro-2-methoxybenzyl)amino)ethyl)-N-(prop-2-yn-1-yl)benzenesulfonamide